C(C=C)OC1=CC=C(C=C1)C1=NOC(=N1)N1CCN(CC1)C(=O)OC(C)(C)C tert-butyl 4-(3-(4-(allyloxy)phenyl)-1,2,4-oxadiazol-5-yl)piperazine-1-carboxylate